N-{3-[2-([1,4]Dioxan-2-ylmethoxy)-4-oxo-6,7-dihydro-4H-pyrimido[6,1-a]isoquinolin-9-yl]-phenyl}-acetamide O1C(COCC1)COC1=NC(N2C(C3=CC=C(C=C3CC2)C=2C=C(C=CC2)NC(C)=O)=C1)=O